C1NCC12CCC(CC2)C=2C=NN1C2C=CC=C1 3-(2-azaspiro[3.5]nonane-7-yl)pyrazolo[1,5-a]pyridine